6,6-dimethyl-3-[1-(chlorodifluoroacetyl)-β-phenylalanyl]-3-azabicyclo[3.1.0]hexane-2-carboxamide CC1(C2CN(C(C12)C(=O)N)C(C[C@@H](N)C1(CC=CC=C1)C(C(F)(F)Cl)=O)=O)C